methyl 2-((4-(4-(2-((tert-butoxycarbonyl)(methyl)amino)ethoxy)-3-chlorophenyl)-5-isobutylthiazol-2-yl)amino)-5-(thiophen-2-yl)nicotinate C(C)(C)(C)OC(=O)N(CCOC1=C(C=C(C=C1)C=1N=C(SC1CC(C)C)NC1=C(C(=O)OC)C=C(C=N1)C=1SC=CC1)Cl)C